BrC1=C(C=NN1C)CO[C@@H]1CN(CC1)C(=O)OC(C)(C)C Tert-butyl (S)-3-((5-bromo-1-methyl-1H-pyrazol-4-yl)methoxy)pyrrolidine-1-carboxylate